6-[2-[(7R)-4-azaspiro[2.5]octan-7-yl]-7-fluoro-indazol-5-yl]-2,8-dimethyl-imidazo[1,2-b]pyridazine C1CC12NCC[C@H](C2)N2N=C1C(=CC(=CC1=C2)C=2C=C(C=1N(N2)C=C(N1)C)C)F